S1C2=C(C=C1)C(=CC=C2)N2CCN(CC2)CCCCOC2=CC=C1C(CC(N(C1=C2)COC(CCC(C)C)=O)=O)(C)C 4-Methyl-pentanoic acid 7-[4-(4-benzo[b]thiophen-4-ylpiperazin-1-yl)butoxy]-4,4-dimethyl-2-oxo-3,4-dihydro-2H-quinolin-1-ylmethyl ester